(R)-N-((3',5,5'-tris(trifluoromethyl)-[1,1'-biphenyl]-3-yl)methyl)pyrrolidine-2-carboxamide FC(C=1C=C(C=C(C1)C(F)(F)F)C1=CC(=CC(=C1)C(F)(F)F)CNC(=O)[C@@H]1NCCC1)(F)F